NC(CON1CC2=CC=CC=C2C1)CC1=CC(=C(C=C1)C)C 2-[2-amino-3-(3,4-dimethylphenyl)propoxy]-1H-isoindole